C(C)(C)(C)NC(CN1CC2(C1)CC(C2)CNC(OC(C)(C)C)=O)=O tert-butyl N-[[2-[2-(tert-butylamino)-2-oxo-ethyl]-2-azaspiro[3.3]heptan-6-yl]methyl]carbamate